N-[2-(m-methoxybenzenesulfonyloxy)phenyl]-N'-[3-(m-methoxybenzenesulfonyloxy)phenyl]urea COC=1C=C(C=CC1)S(=O)(=O)OC1=C(C=CC=C1)NC(=O)NC1=CC(=CC=C1)OS(=O)(=O)C1=CC(=CC=C1)OC